(±)-(2Z,4E)-methyl 5-(1-hydroxy-2,3,6,6-tetramethyl-4-oxocyclohex-2-en-1-yl)-3-methylpenta-2,4-dienoate O[C@]1(C(=C(C(CC1(C)C)=O)C)C)/C=C/C(=C\C(=O)OC)/C |r|